methyl 2-cyano-4-[(1S,4S,5R)-5-[[5-cyclopropyl-3-(2,6-dichlorophenyl)-1,2-oxazol-4-yl]methoxy]-2-azabicyclo[2.2.1]heptan-2-yl]benzoate C(#N)C1=C(C(=O)OC)C=CC(=C1)N1[C@@H]2C[C@H]([C@H](C1)C2)OCC=2C(=NOC2C2CC2)C2=C(C=CC=C2Cl)Cl